(S)-1-(5-((2,3-dihydrobenzofuran-5-yl)thio)pyrazin-2-yl)-4'H,6'H-spiro[piperidine-4,5'-pyrrolo[1,2-b]pyrazol]-4'-amine O1CCC2=C1C=CC(=C2)SC=2N=CC(=NC2)N2CCC1([C@@H](C=3N(N=CC3)C1)N)CC2